N1(CCC1)C1=C(C=C(C=N1)C1=NNC2=CC(=C(C=C12)O[C@H](C)C1=C(C=NC=C1Cl)Cl)OC)F (R)-3-(6-(azetidin-1-yl)-5-fluoropyridin-3-yl)-5-(1-(3,5-dichloropyridin-4-yl)ethoxy)-6-methoxy-1H-indazole